CN1N=CC2=CC=CC(=C12)C(=O)O methyl-1H-indazole-7-carboxylic acid